3-(3-(4-(4-amino-3-(4-phenoxyphenyl)-1H-pyrazolo[3,4-d]pyrimidin-1-yl)piperidin-1-yl)-8-azabicyclo[3.2.1]octan-8-yl)azetidine-1-carboxylate NC1=C2C(=NC=N1)N(N=C2C2=CC=C(C=C2)OC2=CC=CC=C2)C2CCN(CC2)C2CC1CCC(C2)N1C1CN(C1)C(=O)[O-]